COC(=O)N1CC2=C(CC1)SC(=C2)C(=O)O 5-(methoxycarbonyl)-4,5,6,7-tetrahydrothieno[3,2-c]pyridine-2-carboxylic acid